pyrrolo[2,1-f][1,2,4]triazine-5-carboxylic acid N=1N2C(C=NC1)=C(C=C2)C(=O)O